N-(2,2-difluoroethyl)-2-[6-(1-{[(2S,5R)-5-ethylsulfonylaminooxan-2-yl]methyl}azetidin-3-yl)-1-methyl-1H-indazol-4-yl]-5-fluoro-N-(isopropyl)benzamide FC(CN(C(C1=C(C=CC(=C1)F)C1=C2C=NN(C2=CC(=C1)C1CN(C1)C[C@H]1OC[C@@H](CC1)NS(=O)(=O)CC)C)=O)C(C)C)F